(S)-3-aminotetrahydrothiophene 1,1-dioxide N[C@@H]1CS(CC1)(=O)=O